C(CCCCCCC\C=C/CCCCCCCC)NC(CC(=O)O)C N-oleyl-beta-aminobutyric acid